tert-butyl (S)-(5-methyl-4-oxo-7-(2-oxo-2-(pyridin-2-yl)ethoxy)-2,3,4,5-tetrahydrobenzo[b][1,4]oxazepin-3-yl)carbamate CN1C2=C(OC[C@@H](C1=O)NC(OC(C)(C)C)=O)C=CC(=C2)OCC(C2=NC=CC=C2)=O